C[C@H]1C[C@]2(C)[C@@H](C1)[C@@H]1CCC3=CC(C=C[C@]3(C)[C@H]1CC2)=O 16α-methyl-3-oxoandrosta-1,4-diene